7-bromo-6-chloro-2H-1,4-benzoxazin-3(4H)-one BrC1=CC2=C(NC(CO2)=O)C=C1Cl